O=C1N(C(C2=CC=CC=C12)=O)CC[C@@H](C(=O)O)O (+)-(2S)-4-(1,3-dioxo-1,3-dihydro-2H-isoindol-2-yl)-2-hydroxybutyric acid